[I-].[K+] kalium iodide